N1(CC=CC=C1)C=1C=CC=NC1 2H-[1,5-bipyridyl]